[OH-].[Tl+] thallium hydroxide